C1(CCCCC1)C1=NN(C(C2=CC=CC=C12)=O)NC(CC1=CC(=CC(=C1)F)F)=O N-(4-cyclohexyl-1-oxophthalazin-2(1H)-yl)-2-(3,5-difluorophenyl)acetamide